FC1=C(C#N)C=CC(=C1)C=1N=CC2=C(N1)CCN(C2)CC(C2=C(C1=C(C(OC1)=O)C=C2)C)O 2-fluoro-4-{6-[2-hydroxy-2-(4-methyl-1-oxo-1,3-dihydro-2-benzofuran-5-yl)ethyl]-5,6,7,8-tetrahydropyrido[4,3-d]pyrimidin-2-yl}benzonitrile